(2-(bis(4-methoxybenzyl)amino)oxazol-4-yl)methanol COC1=CC=C(CN(C=2OC=C(N2)CO)CC2=CC=C(C=C2)OC)C=C1